ClC1=CC=C(CNC(=O)C2=CC=C3N(CCN(C3=O)CC3(CC3)N3C(CCC3)=O)C2=O)C=C1 N-(4-chlorobenzyl)-1,6-dioxo-2-((1-(2-oxopyrrolidin-1-yl)cyclopropyl)methyl)-1,3,4,6-tetrahydro-2H-pyrido[1,2-a]pyrazine-7-carboxamide